FCC=1C=C(C=CC1)NC(=O)NC(CO)C1=CC(=NC=C1)OCC(F)(F)F 1-[3-(fluoro-methyl)phenyl]-3-[2-hydroxy-1-[2-(2,2,2-trifluoroethoxy)pyridin-4-yl]ethyl]urea